COC1=CC=C(CN2C(=NC3=C(C2=O)C(=C(N=C3)OC3CCN(CC3)CC(F)(F)F)C#N)C)C=C1 3-(4-methoxybenzyl)-2-methyl-4-oxo-6-((1-(2,2,2-trifluoroethyl)piperidin-4-yl)oxy)-3,4-dihydropyrido[3,4-d]pyrimidine-5-carbonitrile